4-(3-Methoxy-5-((6-(trifluoromethoxy)quinolin-4-yl)amino)phenyl)piperazin-2-one COC=1C=C(C=C(C1)NC1=CC=NC2=CC=C(C=C12)OC(F)(F)F)N1CC(NCC1)=O